2-chloro-N-[2-(2-chloro-4-methylphenyl)-2,2-difluoroethyl]-5-(3-cyclopropyl-2-fluorophenoxy)-3-methylpyridine-4-carboxamide ClC1=NC=C(C(=C1C)C(=O)NCC(F)(F)C1=C(C=C(C=C1)C)Cl)OC1=C(C(=CC=C1)C1CC1)F